ClC=1C=C2C(=CNC2=CC1)CC(=O)NC1=CC=NC=C1 2-(5-chloro-1H-indol-3-yl)-N-(pyridin-4-yl)acetamide